(S)-6-chloro-1-methyl-7-((tetrahydrofuran-3-yl)oxy)-4-(6-((1-(trifluoromethyl)cyclopropyl)ethynyl)-2,3-dihydrobenzo[e][1,4]oxazepin-1(5H)-yl)quinazolin-2(1H)-one ClC=1C=C2C(=NC(N(C2=CC1O[C@@H]1COCC1)C)=O)N1CCOCC2=C1C=CC=C2C#CC2(CC2)C(F)(F)F